O=C1NC(CCC1N1C(C2=CC=CC(=C2C1)C1CCN(CC1)CCCCCCCC1=CC(=C2C(N(C(C2=C1)=O)[C@H](CS(=O)(=O)C)C1=CC(=C(C=C1)OC)OCC)=O)NC(C)=O)=O)=O N-(6-(7-(4-(2-(2,6-dioxopiperidin-3-yl)-1-oxoisoindolin-4-yl)piperidin-1-yl)-heptyl)-2-((S)-1-(3-ethoxy-4-methoxyphenyl)-2-(methylsulfonyl)ethyl)-1,3-dioxoisoindolin-4-yl)acetamide